C(C(=C)C)(=O)OCCN1CCOCC1 Morpholinoethyl methacrylat